6-bromo-5-fluoro-1-methyl-indazol-3-amine BrC1=C(C=C2C(=NN(C2=C1)C)N)F